C1(CCCC1)CN1C[C@@H](CCC1)N1C(NC2=C1C=C(C(=C2)C=2C=C(C=1N(C2)N=CN1)OC)CC)=O (R)-1-(1-(cyclopentylmethyl)piperidin-3-yl)-6-ethyl-5-(8-methoxy-[1,2,4]triazolo[1,5-a]pyridin-6-yl)-1,3-dihydro-2H-benzo[d]imidazol-2-one